O=C1NCCC2=C1C=C(N2)C2=C(C=NC=C2)O[C@H](C)[C@@H]2N(CC2)C(=O)OC(C)(C)C tert-butyl (2R)-2-[(1R)-1-[(4-{4-oxo-1H,5H,6H,7H-pyrrolo[3,2-c]pyridin-2-yl}pyridin-3-yl)oxy]ethyl]azetidine-1-carboxylate